N-(2-ethylphenyl)-N'-(2-ethoxy-5-tert-butylphenyl)oxalyl-diamine C(C)C1=C(C=CC=C1)NC(C(=O)NC1=C(C=CC(=C1)C(C)(C)C)OCC)=O